C(C)(C)(C)C(C(=O)O)(CC(=O)O)CN1C(=NC2=C1C=CC=C2)C2=CC=C(C=C2)C(C)(C)C.C2(CCCCCC2)NC2=NC(=NC=C2CO)SC [4-(cycloheptylamino)-2-(methylsulfanyl)pyrimidin-5-yl]Methanol tert-Butyl-((2-(4-(tert-butyl)phenyl)-1H-benzo[d]imidazol-1-yl)methyl)succinate